(3-methoxy-1-methyl-1H-pyrazol-5-yl)methanol COC1=NN(C(=C1)CO)C